DL-ribose O=C[C@H](O)[C@H](O)[C@H](O)CO |r|